4,4''-bis(3,6-dimethyl-9H-carbazol-9-yl)-6'-(pyridin-3-yl)-[1,1':2',1''-terphenyl]-3'-carbonitrile CC=1C=CC=2N(C3=CC=C(C=C3C2C1)C)C1=CC=C(C=C1)C1=C(C(=CC=C1C=1C=NC=CC1)C#N)C1=CC=C(C=C1)N1C2=CC=C(C=C2C=2C=C(C=CC12)C)C